5-bromo-2-methyl-2,3-dihydrodispiro[cyclopenta[a]naphthalene-1,2'-thiirane-3',9''-thioxanthene] BrC=1C=C2C(=C3C=CC=CC13)C1(SC13C1=CC=CC=C1SC=1C=CC=CC31)C(C2)C